N1(C=NC=C1)C=1N=C(C2=C(N1)C=CN2)C(=O)NC2CCC(CC2)N(CC(F)(F)F)C 2-(1H-imidazol-1-yl)-N-((1s,4s)-4-(methyl(2,2,2-trifluoroethyl)amino)cyclohexyl)-5H-pyrrolo[3,2-d]pyrimidine-4-carboxamide